methyl 6-bromo-2-methylnicotinate BrC1=NC(=C(C(=O)OC)C=C1)C